6-(3-isopropyl-5-(piperidin-4-yl)-1H-indol-2-yl)-3-methylimidazo[1,2-a]pyridine C(C)(C)C1=C(NC2=CC=C(C=C12)C1CCNCC1)C=1C=CC=2N(C1)C(=CN2)C